2,4-difluoro-3-nitroaniline FC1=C(N)C=CC(=C1[N+](=O)[O-])F